P(=O)(OC1=CC=C(C=C1)NC(C)=O)([O-])[O-] 4-acetamidophenyl phosphate